2-(pyridin-3-ylmethyl)benzene-1,2-diamine N1=CC(=CC=C1)CC1(C(C=CC=C1)N)N